2-chloro-4-cyclopropyl-6-methyl-1,3,5-triazine ClC1=NC(=NC(=N1)C1CC1)C